5-Bromo-6-tert-butyl-2-hydroxy-pyridine-3-carbonitrile BrC=1C=C(C(=NC1C(C)(C)C)O)C#N